FC=1C=C(C#N)C=C(C1)OC1=C(C2=C(C(N(S2(=O)=O)C)=O)C=C1)OC 3-fluoro-5-((7-methoxy-2-methyl-1,1-dioxido-3-oxo-2,3-dihydrobenzo[d]isothiazol-6-yl)oxy)benzonitrile